BrC=1C(=C(C=CC1)NC(=O)C1=NN2C(C(CCC2)N2CCC(CC2)C(=O)OC)=C1)Cl methyl 1-[2-[(3-bromo-2-chloro-phenyl)carbamoyl]-4,5,6,7-tetrahydropyrazolo[1,5-a]pyridin-4-yl]piperidine-4-carboxylate